N-(5-(6-bromo-7-(2-morpholinoethoxy)-1-oxo-3,4-dihydroisoquinolin-2(1H)-yl)-2-((2-methoxyethoxy)methoxy)phenyl)methanesulfonamide BrC=1C=C2CCN(C(C2=CC1OCCN1CCOCC1)=O)C=1C=CC(=C(C1)NS(=O)(=O)C)OCOCCOC